ClC=1C=C(CN2N=C3C4=C(CCC3=C2)OC(=C4C)C(=O)NCC4=NC=CC=C4)C=CC1 2-(3-chlorobenzyl)-8-methyl-N-(pyridin-2-ylmethyl)-4,5-dihydro-2H-furo[2,3-g]indazole-7-carboxamide